4,5-dichlorodithiazol-2-ium chloride C1(=NS[S+]=C1Cl)Cl.[Cl-]